2-(4-(tert-butyl)phenyl)-4-(thiazol-5-yl-methylene)oxazol-5(4H)-on C(C)(C)(C)C1=CC=C(C=C1)C=1OC(C(N1)=CC1=CN=CS1)=O